(6-bromo-8-((R or S)-2,2,2-trifluoro-1-hydroxyethyl)imidazo[1,2-a]pyridin-2-yl)((3R,3'R)-3'-hydroxy-1,4-dihydro-2H-spiro[isoquinoline-3,4'-piperidin]-1'-yl)methanone BrC=1C=C(C=2N(C1)C=C(N2)C(=O)N2C[C@H]([C@@]1(CC2)NCC2=CC=CC=C2C1)O)[C@H](C(F)(F)F)O |o1:28|